6-acetyl-3-(trifluoromethyl)-5,6,6a,7,9,10-hexahydro-8H-pyrazino[1,2-a]pyrido[3,2-e]pyrimidin C(C)(=O)N1C2N(C3=C(C1)C=C(C=N3)C(F)(F)F)CCNC2